N1=CNC(C2=NC=3C=CC=CC3C=C21)=O pyrimido[5,4-b]quinolin-4(3H)-one